N-{(1R)-1-[3-(isoquinolin-5-yl)phenyl]-ethyl}-6,7-dimethoxy-2-methylquinazolin-4-amine C1=NC=CC2=C(C=CC=C12)C=1C=C(C=CC1)[C@@H](C)NC1=NC(=NC2=CC(=C(C=C12)OC)OC)C